(S)-3-amino-2,2-dimethyl-4-oxoazetidin-1-ylsulfonate N[C@H]1C(N(C1=O)S(=O)(=O)[O-])(C)C